benzyl (1R,5S,6s)-6-((6-(4-fluorophenyl)-4-(methoxy(methyl)carbamoyl)pyridin-2-yl)oxy)-3-azabicyclo[3.1.0]hexane-3-carboxylate FC1=CC=C(C=C1)C1=CC(=CC(=N1)OC1[C@@H]2CN(C[C@H]12)C(=O)OCC1=CC=CC=C1)C(N(C)OC)=O